CC1=CC=C(C=C1)S(=O)(=O)NC(C)=O N-p-toluenesulfonylacetamide